BrCCCCCCC(=O)N(CCCCCC)CCCCCCCC(=O)OCC(CCCCCCCC)CCCCCC 2-Hexyldecyl 8-(7-bromo-N-hexylheptanamido)octanoate